tert-butyl (1R,3S,5R)-3-(2-(3-acetyl-5-bromo-1H-indazol-1-yl) acetyl)-2-azabicyclo[3.1.0]hexane-2-carboxylate C(C)(=O)C1=NN(C2=CC=C(C=C12)Br)CC(=O)[C@H]1N([C@@H]2C[C@@H]2C1)C(=O)OC(C)(C)C